CC=1C=CC=C2C=CN=C(C12)N(C(=O)N1CCC(CC1)C=1N=NN(C1)C)[C@H]1CNCCC1 N-(8-methyl-1-isoquinolyl)-4-(1-methyltriazol-4-yl)-N-[(3R)-3-piperidyl]piperidine-1-carboxamide